ClC1=CC=C(C=C1)C1=C(CCC(C1)(C)C)C=O 2-(4-chlorophenyl)-4,4-dimethyl-1-cyclohexeneformaldehyde